r-glycero-3-phospho-L-serine OCC(O)COP(=O)(O)OC[C@@H](N)C(=O)O